C(C=C)(=O)O.C(C=C)(=O)O.C(C=C)(=O)O.C(C=C)(=O)O.C(C(=C)C)(=O)O.C(O)C(CC)(CO)CO (trimethylolpropane) methacrylate tetraacrylate